C1(=C(C=CC=C1)C1=C([Se]C2=C1C=CC=C2)C2=C(C=CC=C2)C2=NN=NC(=C2C2=CC=CC=C2)C2=CC=CC=C2)C2=CC=CC=C2 biphenylyl-[(diphenyltriazinyl)phenyl]benzoselenophene